O=C([C@H](O)[C@@H](O)[C@H](O)[C@H](O)C(=O)[O-])O.[NH4+] monoammonium glucarate